FC(COC1=NC=C(C=N1)C(=O)NC=1C(=NC=CC1C1=C(C=CC(=C1)F)F)[C@@H]1OCC(CC1)(F)F)F |r| rac-2-(2,2-difluoroethoxy)-N-(4-(2,5-difluorophenyl)-2-(5,5-difluorotetrahydro-2H-pyran-2-yl)pyridin-3-yl)pyrimidine-5-carboxamide